OCCN1C[C@@H](CCC1)NC=1C2=C(C(=NN1)C1=C(C=C(C=C1)C(F)(F)F)O)CCC2 (R)-2-(4-((1-(2-hydroxyethyl)piperidin-3-yl)amino)-6,7-dihydro-5H-cyclopenta[d]pyridazin-1-yl)-5-(trifluoromethyl)phenol